methyl 4-(6-chloropyridin-3-yl)-4-cyanopentanoate ClC1=CC=C(C=N1)C(CCC(=O)OC)(C)C#N